COCCOC=1N=C2C(=NC1)N=C(S2)N 6-(2-methoxyethoxy)thiazolo[4,5-b]pyrazin-2-amine